ClC1=C(CC(C(=O)N)(C)C)C=CC(=C1C=1NC(C=C(N1)C=1C=NC(=CC1)OCC1CC1)=O)F (2-chloro-3-{4-[6-(cyclopropylmethoxy)pyridin-3-yl]-6-oxo-1,6-dihydropyrimidin-2-yl}-4-fluorobenzyl)isobutyramide